N1=C(C=CC=C1)CCNC(=O)[C@@H]1CN(CC[C@H]1NC(=O)C1=NOC(=C1)C1=C(C=C(C=C1)F)F)C1CCCCC1 (3R,4R)-1-cyclohexyl-4-{[5-(2,4-difluoro-phenyl)-isoxazole-3-carbonyl]-amino}-piperidine-3-carboxylic acid (2-pyridin-2-yl-ethyl)-amide